CN1N=CC(=C1)N1C(C2=C(C=C1)C=CN2)=O 6-(1-methyl-1H-pyrazol-4-yl)-1H,6H,7H-pyrrolo[2,3-c]pyridin-7-one